(R)-2-tert-butoxycarbonylamino-3-(diethoxy-phosphono)-propionic acid C(C)(C)(C)OC(=O)N[C@H](C(=O)O)CP(=O)(OOCC)OOCC